FC1=C(C(=C(C(=C1[N+](=O)[O-])F)F)F)F 1,2,3,4,5-pentafluoro-6-nitro-benzene